C(C)(C)C1=CC(=CC(N1)=O)C 6-isopropyl-4-methylpyridin-2(1H)-one